[Br-].C1C=2C=[N+]3N(C2CCC1)CCCC3 1,2,3,4,6,7,8,9-octahydropyridazino[1,2-a]indazol-10-ium bromide